C(C)C1=NN2C(C=CC=C2)=C1C(=O)C1=CC=C(C=C1)O (2-ethylpyrazolo[1,5-a]pyridine-3-yl)(4-hydroxyphenyl)methanone